e-Azido-3,6,9-trioxaundecan-1-amine N(=[N+]=[N-])C(COCCOCCOCC)N